2-(4-bromo-1-(2,5-difluorophenyl)but-3-yn-1-yl)-4-chloroisoindolin-1-one BrC#CCC(C1=C(C=CC(=C1)F)F)N1C(C2=CC=CC(=C2C1)Cl)=O